2-chloro-6-fluorotrifluoromethyl-aniline ClC1=C(NC(F)(F)F)C(=CC=C1)F